C1(CCCC1)C1=C(C=C(C=C1OC)CO)OC (4-cyclopentyl-3,5-dimethoxyphenyl)methanol